Cl.Cl.C(C)(=O)C1=CC2=C(N(C(C(N2C)=O)=O)C2CCNCC2)N=C1 7-acetyl-1-methyl-4-(piperidin-4-yl)-1,4-dihydropyrido[2,3-b]pyrazine-2,3-dione dihydrochloride